sodium diethyl-malonate salt C(C)C(C(=O)[O-])(C(=O)[O-])CC.[Na+].[Na+]